COC(=O)C=1SC=C(C1)NC(=O)C=1C(=NC2=CC(=CC=C2C1)F)N1CCC(CCC1)(F)F.[13C]([13CH2][13CH2][13C@@H]([13C](=O)O)NC(=O)C1=CC=C(NCC2=CN=C3N=C(N)NC(=O)C3=N2)C=C1)(=O)O folic acid-13C5 methyl-4-(2-(4,4-difluoroazepan-1-yl)-7-fluoroquinoline-3-carboxamido)thiophene-2-carboxylate